3-({[(1R)-6-(2-chlorophenoxy)-1,2,3,4-tetrahydronaphthalen-1-yl]methyl}amino)pyridine-4-carboxylic acid methyl ester COC(=O)C1=C(C=NC=C1)NC[C@@H]1CCCC2=CC(=CC=C12)OC1=C(C=CC=C1)Cl